(R)-1-(1H-indol-3-yl)-N-((3-methyloxetan-3-yl)methyl)propan-2-amine N1C=C(C2=CC=CC=C12)C[C@@H](C)NCC1(COC1)C